S1CC=CC=C1 2H-thiopyran